7-(1-(5-(2,2,2-trifluoro-1-isopropoxyethyl)pyridin-2-yl)-1H-pyrazol-4-yl)-3H-imidazo[4,5-b]pyridine FC(C(OC(C)C)C=1C=CC(=NC1)N1N=CC(=C1)C1=C2C(=NC=C1)NC=N2)(F)F